OCCOC1CC1 1-(2-hydroxyethoxy)cyclopropan